1-methylethyl (2S)-2-[[5-chloro-2-[(5-cyano-3-pyridyl)methoxy]-4-[(1S)-4-(2-fluorophenyl)indan-1-yl]oxy-phenyl]methylamino]-3-hydroxy-propanoate ClC=1C(=CC(=C(C1)CN[C@H](C(=O)OC(C)C)CO)OCC=1C=NC=C(C1)C#N)O[C@H]1CCC2=C(C=CC=C12)C1=C(C=CC=C1)F